6-bromo-4-chloro-3-nitroquinoline BrC=1C=C2C(=C(C=NC2=CC1)[N+](=O)[O-])Cl